FC=1C(=CC(=NC1)C=1C=C2CN(C(C2=CC1)=O)C1C(NC(CC1)=O)=O)CN1CC(C1)(C1=CC=CC=C1)O 3-(5-(5-fluoro-4-((3-hydroxy-3-phenylazetidin-1-yl)methyl)pyridin-2-yl)-1-oxoisoindolin-2-yl)piperidine-2,6-dione